carbonic acid ((3aS,4R,6S,6aS)-6-(4-aminopyrrolo[2,1-f][1,2,4]triazin-7-yl)-4-cyano-2,2-dimethyltetrahydrofurano[3,4-d][1,3]dioxol-4-yl) methyl ester COC(O[C@]1(O[C@H]([C@@H]2OC(O[C@@H]21)(C)C)C2=CC=C1C(=NC=NN12)N)C#N)=O